CC=1C(=NC=CN1)CC=1N=C(SC1)C(=O)N ((3-methylpyrazin-2-yl)methyl)thiazole-2-carboxamide